O=C1CC(OC1)C(=O)OC methyl 4-oxotetrahydrofuran-2-carboxylate